tert-Butyl 4-((2-cyanobenzyl)(2-methoxy-2-oxoethyl)carbamoyl)-4-methylpiperidine-1-carboxylate C(#N)C1=C(CN(C(=O)C2(CCN(CC2)C(=O)OC(C)(C)C)C)CC(=O)OC)C=CC=C1